O([Si](C1=CC=CC=C1)(C1=CC=CC=C1)C(C)(C)C)CC1CCN(CC1)C1CN(C1)C=1C=C2C(N(C(C2=CC1)=O)C1C(NC(CC1)=O)=O)=O 5-(3-(4-((tert-butyldiphenylsiloxy)methyl)piperidin-1-yl)azetidin-1-yl)-2-(2,6-Dioxopiperidin-3-yl)isoindoline-1,3-dione